C(C)(C)(C)OC(=O)N(C=1N=CC2=C(N1)C(=C(N2C(=O)OC(C)(C)C)C)C2=CC(=CC=C2)Br)C(=O)OC(C)(C)C N,N,5-tri-tert-butoxycarbonyl-7-(3-bromophenyl)-6-methyl-5H-pyrrolo[3,2-d]pyrimidin-2-amine